[18F]CCOC1=CC=C(C[C@H](N)C(=O)O)C=C1 O-(2-[18F]fluoroethyl)-l-tyrosine